ClC=1C(=C(C[C@@H]2N(OCC2)C2=CC(=NC=N2)NC2CCC(NC2)N2CCN(CC2)C2CC2)C=CC1)F 5-((6-((S)-3-(3-chloro-2-fluorobenzyl)isoxazolidine-2-yl)pyrimidine-4-yl)amino)-2-(4-cyclopropylpiperazine-1-yl)piperidine